N-[3-(4,6-dimethylpyrimidin-5-yl)-4-[[(2R)-2-piperidyl]methoxy]phenyl]-2-methylpyrazole-3-carboxamide CC1=NC=NC(=C1C=1C=C(C=CC1OC[C@@H]1NCCCC1)NC(=O)C=1N(N=CC1)C)C